4-(7-fluoroimidazo[1,2-a]pyridin-3-yl)-7-((6'-(2-hydroxyethyl)-2,3,5,6,6',7'-hexahydrospiro[pyran-4,5'-pyrrolo[3,4-b]pyridin]-2'-yl)amino)isoindolin-1-one FC1=CC=2N(C=C1)C(=CN2)C2=C1CNC(C1=C(C=C2)NC2=CC=C1C(=N2)CN(C12CCOCC2)CCO)=O